NC1=NC=2C(=CC=CC2C=2N1C=C(N2)C(=O)NCC=2C=CC=C1C=CC=NC21)F 5-amino-7-fluoro-N-(quinolin-8-ylmethyl)imidazo[1,2-c]quinazoline-2-carboxamide